diisobutyl (1-isopropylbenzylidene)malonate C(C)(C)C1(C=C(C(=O)OCC(C)C)C(=O)OCC(C)C)CC=CC=C1